N=1N=C(NC1)CC=O 4H-1,2,4-triazole-3-acetaldehyde